ClC=1C=C(SC1[Si](C(C)C)(C(C)C)C(C)C)B(O)O (4-Chloro-5-(triisopropylsilyl)thiophen-2-yl)boronic acid